The molecule is a polyether antibiotic that is isolated from cultures of a strain of Streptomyces albus. It has a role as an ionophore. It is a polyether antibiotic, a member of oxolanes, a cyclic hemiketal and a monocarboxylic acid. CC[C@H]1[C@](CC[C@@H](O1)[C@@]2(C[C@H]([C@@](O2)([C@@]3(CC[C@H](O3)[C@H]([C@]4([C@@H](C[C@@H]([C@H](O4)C[C@@]5([C@H](CC[C@@H](O5)[C@@H](C)[C@@H](C[C@H]6[C@@H](C[C@@H]([C@H](O6)[C@@H](C)C(=O)O)C)C)O)C)O)C)C)O)O)C)O)C)C)(C)O